3-(5-(4-((4'-chloro-[1,1'-biphenyl]-2-yl)methyl)piperazine-1-carbonyl)-1-oxoisoindolin-2-yl)piperidine-2,6-dione ClC1=CC=C(C=C1)C1=C(C=CC=C1)CN1CCN(CC1)C(=O)C=1C=C2CN(C(C2=CC1)=O)C1C(NC(CC1)=O)=O